(7RS)-2-(4-fluorophenyl)-N,N-dimethyl-3-(pyridin-4-yl)-4,5,6,7-tetrahydropyrazolo[1,5-a]pyrazine-7-carboxamide hydrochloride Cl.FC1=CC=C(C=C1)C1=NN2C(CNC[C@@H]2C(=O)N(C)C)=C1C1=CC=NC=C1 |r|